2,4-diphenyl-1,3-dioxane C1(=CC=CC=C1)C1OCCC(O1)C1=CC=CC=C1